ClC1=C(C(=NN1CC)C1=NOC(=C1)C)CC(=O)N1CC2(CCC1)CCN(CC2)CCC(C)(C)C 2-(5-Chloro-1-ethyl-3-(5-methylisoxazol-3-yl)-1H-pyrazol-4-yl)-1-(9-(3,3-dimethylbutyl)-2,9-diazaspiro[5.5]undecan-2-yl)ethan-1-one